(6aS)-3-(3-(difluoromethoxy)-5-fluorophenyl)-8-fluoro-5-((3-(trifluoromethyl)phenyl)sulfonyl)-6,6a,7,8,9,10-hexahydro-5H-pyrido[1,2-a]quinoxaline FC(OC=1C=C(C=C(C1)F)C1=CC=2N(C[C@H]3N(C2C=C1)CCC(C3)F)S(=O)(=O)C3=CC(=CC=C3)C(F)(F)F)F